BrC=1C=C(C=C2C(=NC=NC12)N(C)C(C)C=1N(N=CN1)C1=NC=C(C=C1)OC(F)F)C(F)(F)F 8-bromo-N-[1-[2-[5-(difluoromethoxy)-2-pyridyl]-1,2,4-triazol-3-yl]ethyl]-N-methyl-6-(trifluoromethyl)quinazolin-4-amine